[N+](=O)([O-])C=1C=C(C=CC1OCC1CCOCC1)S(=O)(=O)N 3-nitro-4-((tetrahydro-2H-pyran-4-yl)methoxy)benzenesulfonamide